2-(4-Amino-4-phenylpiperidin-1-yl)-5-(2,3-dichlorophenyl)-7H-pyrrolo[2,3-d]pyrimidine-4-carboxamide sodium hydroxide [OH-].[Na+].NC1(CCN(CC1)C=1N=C(C2=C(N1)NC=C2C2=C(C(=CC=C2)Cl)Cl)C(=O)N)C2=CC=CC=C2